piperidine-2,6-dione hydrochloride salt Cl.N1C(CCCC1=O)=O